4-[(4R,10bS)-8-[(3S,4S)-4-amino-3-methoxy-1-piperidinyl]-4-methyl-3,4,6,10b-tetrahydro-1H-pyrazino[2,1-a]isoindol-2-yl]-1-methyl-1,8-naphthyridin-2-one N[C@@H]1[C@H](CN(CC1)C=1C=C2CN3[C@@H](C2=CC1)CN(C[C@H]3C)C3=CC(N(C1=NC=CC=C31)C)=O)OC